FCCCO 3-fluoro-1-propanol